Cl.FC(OC=1C=C(C=CC1)[C@H](C)N)F (S)-1-(3-(Difluoromethoxy)phenyl)ethan-1-amine hydrochloride